[3-(methoxymethyl)phenyl]boronic acid COCC=1C=C(C=CC1)B(O)O